4-dimethylamino-3-trifluoromethylbenzoic acid methyl ester COC(C1=CC(=C(C=C1)N(C)C)C(F)(F)F)=O